ClC=1C=C(OC2=C(C=C(C=C2)NC(C(C)C2=CC=CC=C2)=O)S(N)(=O)=O)C=CC1 N-[4-(3-chlorophenoxy)-3-sulfamoylphenyl]-2-phenylpropanamide